N-(5-(5-((4-(4-cyano-6-methylpyrimidin-2-yl)piperazin-1-yl)sulfonyl)indoline-1-carbonyl)-1-methyl-1H-imidazol-4-yl)methanesulfonamide C(#N)C1=NC(=NC(=C1)C)N1CCN(CC1)S(=O)(=O)C=1C=C2CCN(C2=CC1)C(=O)C1=C(N=CN1C)NS(=O)(=O)C